5,6beta-Epoxycholesterol C[C@H](CCCC(C)C)[C@H]1CC[C@@H]2[C@@]1(CC[C@H]3[C@H]2C[C@@H]4[C@@]5([C@@]3(CC[C@@H](C5)O)C)O4)C